COC(=C(C#N)OC)C1=CC=CC=C1 dimethoxycinnamonitrile